(S)-2-amino-N-(2-methyl-1-(4-(trifluoromethyl)phenyl)propan-2-yl)propanamide hydrochloride Cl.N[C@H](C(=O)NC(CC1=CC=C(C=C1)C(F)(F)F)(C)C)C